CN1N=C2[C@@H](N(CCC2=C1C1=CC(=C(C(=C1)F)F)F)C(=O)C=1C=NC2=CC=CN=C2C1)C (S)-(2,7-dimethyl-3-(3,4,5-trifluorophenyl)-2,4,5,7-tetrahydro-6H-pyrazolo[3,4-c]pyridin-6-yl)(1,5-naphthyridin-3-yl)methanone